4-methyl-3-((3-(9-(tetrahydro-2H-pyran-2-yl)-9H-purin-6-yl)pyridin-2-yl)amino)phenyl-4-(trifluoromethyl)picolinamide CC1=C(C=C(C=C1)C=1C(=NC=CC1C(F)(F)F)C(=O)N)NC1=NC=CC=C1C1=C2N=CN(C2=NC=N1)C1OCCCC1